ClC1=CC=C2C(C=CNC2=C1)=O 7-chloro-4-oxo-1,4-dihydroquinoline